FC(C(=O)O)(F)F.C(CCC)N(S(=O)(=O)N)C1CC2(CNC2)C1 N-butyl-N-(2-azaspiro[3.3]heptane-6-yl)sulfamide trifluoroacetate